C(C1=CC=CC=C1)(=O)C1=C(N=C(S1)N(C1=CC=CC=C1)C)C 5-benzoyl-4-methyl-2-(N-methyl-N-phenylamino)thiazole